E-cyanoacrylate C(#N)OC(C=C)=O